FC1(CCC(CC1)C=1OC(=CN1)C(=O)O)F 2-(4,4-difluorocyclohexyl)oxazole-5-carboxylic acid